COC(=O)C(C)[C@H]1CC[C@H]2[C@@H]3CCC4CC(CC[C@]4(C)C3=CC[C@]12C)=O 3-ketopregn-9(11)-ene-20-carboxylic acid methyl ester